1-(4-((2-oxopyridin-1(2H)-yl)methyl)benzyl)-1H-1,2,3-triazole-4-carboxylic acid O=C1N(C=CC=C1)CC1=CC=C(CN2N=NC(=C2)C(=O)O)C=C1